4-(1-amino-3-methylsulfonyl-propyl)-1,6-heptadiene-4-ol NC(CCS(=O)(=O)C)C(CC=C)(CC=C)O